(S)-2-(2'-Chloro-5'-methoxy-6-methyl-[4,4'-bipyridine]-3-carboxamido)-N-((1s,3R)-3-hydroxycyclobutyl)-4,5,6,7-tetrahydrobenzo[d]thiazole ClC1=NC=C(C(=C1)C1=C(C=NC(=C1)C)C(=O)N[C@@H]1SC2=C(N1C1CC(C1)O)CCCC2)OC